4-(8-(4-((1R,5S)-3,8-diazabicyclo[3.2.1]octan-3-yl)-2-(((S)-1-methylpyrrolidin-2-yl)methoxy)-5,8-dihydropyrido[3,4-d]pyrimidin-7(6H)-yl)naphthalen-1-yl)butan-1-ol [C@H]12CN(C[C@H](CC1)N2)C=2C1=C(N=C(N2)OC[C@H]2N(CCC2)C)CN(CC1)C=1C=CC=C2C=CC=C(C12)CCCCO